pentachloro-cyanobenzene ClC1=C(C(=C(C(=C1C#N)Cl)Cl)Cl)Cl